N-(Phenyl(2-(trifluoromethyl)benzofuran-3-yl)methylene)acetamide C1(=CC=CC=C1)C(=NC(C)=O)C1=C(OC2=C1C=CC=C2)C(F)(F)F